N-(6-chloropyridin-3-yl)-6-((1-(trifluoromethyl)cyclopropyl)methoxy)isoquinolin-1-amine ClC1=CC=C(C=N1)NC1=NC=CC2=CC(=CC=C12)OCC1(CC1)C(F)(F)F